6',7'-dihydrospiro[cyclopropane-1,5'-inden] C=1C=CC2=CC3(CCC12)CC3